C(CC(O)(C(=O)[O-])CC(=O)[O-])(=O)O.[K+].[K+].C(CC(O)(C(=O)O)CC(=O)O)(=O)O citric acid Dipotassium hydrogen citrate